COC(CNC(C1=CC(=CC=C1)NC=1SC(=C(N1)C1=CC=C(C=C1)Cl)CC)=O)=O (3-((4-(4-chlorophenyl)-5-ethylthiazol-2-yl)amino)benzoyl)glycine methyl ester